O=C1NC=CC=C1C(=O)OC Methyl 2-oxo-1,2-dihydropyridine-3-carboxylate